FC(C(C=CC(C(C(F)(F)F)(C(F)(F)F)F)(F)F)(F)F)(F)F 1,1,1,2,2,5,5,6,7,7,7-undecafluoro-6-(trifluoromethyl)hept-3-ene